4-[(1-hydroxy-2-phenyl-1H-indol-3-yl)-pyridin-2-yl-methyl]-piperazine-1-carboxylic acid ethyl ester C(C)OC(=O)N1CCN(CC1)C(C1=NC=CC=C1)C1=C(N(C2=CC=CC=C12)O)C1=CC=CC=C1